1,3-Propandiol bis(ethylmalonat) C(C)C(C(=O)O)C(=O)O.C(C)C(C(=O)O)C(=O)O.C(CCO)O